ClC1=CC=C(C=C1)[C@H]1N(OCC1)C(=O)[C@H]1CC[C@H](CC1)NC1=NC=CC(=N1)C(=O)N cis-2-((4-((S)-3-(4-chlorophenyl)isoxazolidine-2-carbonyl)cyclohexyl)amino)pyrimidine-4-carboxamide